C1(C=CC=C1)[Co+2] cyclopentadienyl-cobalt (iii)